Tert-Butyl (1R,5S,6R)-6-((2-(8-(Benzylthio)Imidazo[1,5-a]Pyridin-3-yl)Prop-2-yl)carbamoyl)-3-Azabicyclo[3.1.0]Hexane-3-Carboxylate C(C1=CC=CC=C1)SC=1C=2N(C=CC1)C(=NC2)C(C)(C)NC(=O)C2[C@H]1CN(C[C@@H]21)C(=O)OC(C)(C)C